NC1=CC=C(C(=N1)N(C1CN(C1)C(=O)OC(C)(C)C)C)C tert-butyl 3-((6-amino-3-methylpyridin-2-yl)(methyl)amino)azetidine-1-carboxylate